5-hydroxy-methylcytosine CN1C=C(C(=NC1=O)N)O